methylene diacrylate C(C=C)(=O)OCOC(C=C)=O